ClC=1C=CC(=NC1)[C@@]1(OC2=C(O1)C=CC=C2C2CCN(CC2)CC2=NC1=C(N2C[C@H]2OCC2)C(=CC=C1)F)C 2-((4-((S)-2-(5-chloropyridin-2-yl)-2-methylbenzo[d][1,3]dioxol-4-yl)piperidin-1-yl)methyl)-7-fluoro-1-(((S)-oxetan-2-yl)methyl)-1H-benzo[d]imidazole